6-(3-trifluoromethylphenyl)pyridine FC(C=1C=C(C=CC1)C1=CC=CC=N1)(F)F